C(C)(C)(C)C=1C=C(C=C(C(=O)O)C1)C(=O)O 5-tertbutylisophthalic acid